C1(=CC=CC=C1)C1N=C(OC1C1=CC=CC=C1)C1=CC=C(C=C1)C 4,5-diphenyl-2-(4-tolyl)-4,5-dihydro-oxazole